C(C)(=O)O.N[C@H](C(=O)O)CCNCCC[C@@H](C1=NC=2NCCCC2C=C1)CC(C)OC (S)-2-amino-4-(((R)-2-methoxypropyl-4-(5,6,7,8-tetrahydro-1,8-naphthyridin-2-yl)butyl)amino)butanoic acid acetate